FC(C1=NN(C=C1C(=O)NC1=C2[C@@H](CC(C2=C(C=C1)F)(C)C)C)C)F 3-(difluoromethyl)-N-[(3R)-7-fluoro-1,1,3-trimethyl-2,3-dihydro-1H-inden-4-yl]-1-methyl-1H-pyrazole-4-carboxamide